(R)-N-(2-(1-(4-(6-ethoxypyrazin-2-yl)benzoyl)pyrrolidin-2-yl)pyridin-4-yl)cyclopropanesulphonamide C(C)OC1=CN=CC(=N1)C1=CC=C(C(=O)N2[C@H](CCC2)C2=NC=CC(=C2)NS(=O)(=O)C2CC2)C=C1